COC=1C=C(C(=O)C2=C(OC3=CC=C(C=C3C2=O)F)C(=O)NCCCN(C)C)C=CC1OC 3-(3,4-Dimethoxybenzoyl)-N-(3-(dimethylamino)propyl)-6-fluoro-4-oxo-4H-chromene-2-carboxamide